C1(CCCC1)N1N=C(C2=CC=C(C=C12)COC1=CC=C(C=C1)C(CC(=O)O)C)C1=C(C=CC=C1)C 3-(4-((1-cyclopentyl-3-(o-tolyl)-1H-indazol-6-yl)methoxy)phenyl)butanoic acid